(E)-1-(1-(3-bromophenyl)-3-methylcyclobutyl)-3-(dimethylamino)-2-methylprop-2-en-1-one BrC=1C=C(C=CC1)C1(CC(C1)C)C(\C(=C\N(C)C)\C)=O